C(C)(=O)[O-].[NH2+]1CCCCC1 piperidinium acetate